Isopropyl (5-(5,8-difluoro-4-oxo-3,4-dihydrophthalazin-1-yl)-1H-benzimidazol-2-yl)carbamate FC1=C2C(NN=C(C2=C(C=C1)F)C1=CC2=C(NC(=N2)NC(OC(C)C)=O)C=C1)=O